C(CCCCCCCCCCCCCC)OC(CC(CCCCCCCC)CCCCCCCC)=O pentadecyl-3-octylundecanoate